5,6-dimethoxyphenanthrene COC1=C2C=3C=CC=CC3C=CC2=CC=C1OC